C(C)(=O)ON=C(C)C=1C=CC=2N(C3=CC=C(C=C3C2C1)C(C1=C(C=C(C=C1)OCC1OC(OC1)(C)C)C)=O)CC N-acetoxy-1-[9-ethyl-6-{2-methyl-4-(3,3-dimethyl-2,4-dioxacyclopentanylmethyloxy)benzoyl}-9H-carbazole-3-yl]ethane-1-imine